diethylamino(dimethylsilyl)dimethylsilane C(C)N(CC)[Si](C)(C)[SiH](C)C